NC1=NC=CC(=C1Cl)SC=1C=CC(=NC1)N1CCC2(CC1)[C@@H](C=1C(=NC=CC1)C2)N (S)-1'-(5-((2-amino-3-chloropyridin-4-yl)thio)pyridin-2-yl)-5,7-dihydrospiro[cyclopenta[b]pyridine-6,4'-piperidin]-5-amine